N-(tert-butoxycarbonyl)-O-(4-(methoxycarbonyl)-2-nitrophenyl)-L-serine C(C)(C)(C)OC(=O)N[C@@H](COC1=C(C=C(C=C1)C(=O)OC)[N+](=O)[O-])C(=O)O